O1CCN(CC1)C1=C(C=C2CN(C(C2=C1)=O)CC(F)(F)F)NC(=O)C=1C=NN2C1N=CC=C2 N-[6-Morpholino-1-oxo-2-(2,2,2-trifluoroethyl)isoindolin-5-yl]pyrazolo[1,5-a]pyrimidine-3-carboxamide